4,5-dimethyl-2-((2,2,2-trifluoroethoxy)methyl)aniline CC1=CC(=C(N)C=C1C)COCC(F)(F)F